Cl.C1(=CC=CC2=CC=CC=C12)NC(=O)[C@@H]1CNC[C@H]1C1=CC=CC=C1 |r| (±)-trans-N-(Naphthalen-1-yl)-4-phenylpyrrolidine-3-carboxamide hydrochloride